FC(C1=CC=C(C=C1)CNC1=NCCN1)(F)F 2-(((4-(trifluoromethyl)phenyl)methyl)amino)-4,5-dihydro-3H-imidazole